FC(C=1C=CC(=NC1)NC1CCN(CC1)S(=O)(=O)C1=CC=C(C=C1)C=1C=CC=2N(C1)C(=CN2)C(=O)N)(F)F 6-(4-((4-((5-(Trifluoromethyl)pyridin-2-yl)amino)piperidin-1-yl)sulfonyl)phenyl)imidazo[1,2-a]pyridine-3-carboxamide